Cl.N[C@@H](CC(=O)OCC)C=1C=C(C=C(C1F)C(F)(F)F)C1=C(C=C(C=C1C)Cl)O ethyl (3S)-3-amino-3-[4'-chloro-4-fluoro-2'-hydroxy-6'-methyl-5-(trifluoromethyl)-[1,1'-biphenyl]-3-yl]propanoate hydrochloride